ethyl (S)-2-(5-(N-(14-amino-3,6,9,12-tetraoxatetradecyl)-1-(isoquinolin-4-yl)piperidine-3-carboxamido)-2-oxopyridin-1(2H)-yl)acetate NCCOCCOCCOCCOCCN(C(=O)[C@@H]1CN(CCC1)C1=CN=CC2=CC=CC=C12)C=1C=CC(N(C1)CC(=O)OCC)=O